CC(C)OC(C(CO)(C)CO)=O propan-2-yl-3-hydroxy-2-(hydroxymethyl)-2-methylpropanoate